7-(4-(2-(Benzyloxy)-5-fluorophenyl)piperidin-1-yl)-5-oxa-2-azaspiro[3.4]octane C(C1=CC=CC=C1)OC1=C(C=C(C=C1)F)C1CCN(CC1)C1COC2(CNC2)C1